1-chloro-3-difluoromethoxybenzene ClC1=CC(=CC=C1)OC(F)F